FC(CC[C@@H](C=O)NC(OC(C)(C)C)=O)C tert-butyl ((2S)-5-fluoro-1-oxohexan-2-yl)carbamate